di-methyl-2-methacryloyloxyethyl-dimethylcyclohexane dicarbamate C(N)(O)=O.C(N)(O)=O.CC1C(C(CCC1)(C)C)(CCOC(C(=C)C)=O)C